C1(=CC(=CC=C1)C1=NC(=NC(=N1)C1=CC=CC=C1)C1=CC=CC=2OC3=C(C21)C=C(C=C3)C3(CC=C(C=C3)C3=CC=CC=C3)C3=CC=CC=C3)C3=CC=CC=C3 2-(biphenyl-3-yl)-4-phenyl-6-{8-[(1,1':4,1''-terphenyl)-4-yl]-1-dibenzofuranyl}-1,3,5-triazine